(S)-2-((2-((4-cyano-2-fluorobenzyl)oxy)-8,9-dihydropyrido[3',2':4,5]pyrrolo[1,2-a]pyrazin-7(6H)-yl)methyl)-1-((oxetan-2-yl)methyl)-1H-benzo[d]imidazole-6-carboxylic acid C(#N)C1=CC(=C(COC=2C=CC=3C=C4N(CCN(C4)CC4=NC5=C(N4C[C@H]4OCC4)C=C(C=C5)C(=O)O)C3N2)C=C1)F